pyrazolo[1,5-a]Pyridine-3-carbonitrile trifluoroacetic acid salt FC(C(=O)O)(F)F.N1=CC(=C2N1C=CC=C2)C#N